7-[[5-[(2S)-2-(1-hydroxy-1-methyl-ethyl)morpholin-4-yl]-2-pyridyl]amino]-4-imidazo[1,2-a]pyridin-3-yl-2,3-dihydro-pyrrolo[3,4-c]pyridin-1-one OC(C)(C)[C@@H]1CN(CCO1)C=1C=CC(=NC1)NC=1C2=C(C(=NC1)C1=CN=C3N1C=CC=C3)CNC2=O